((7-chloro-2-methyl-1,2,3,4-tetrahydroisoquinolin-6-yl)amino)-5-cyclohexylamino-1,2,4-triazine-6-carboxamide ClC1=C(C=C2CCN(CC2=C1)C)NC=1N=NC(=C(N1)NC1CCCCC1)C(=O)N